ClC=1C=C2CCC[C@]3(C2=CC1)CN(C1=C(OC3)C=CC(=C1)C(=O)OC)C[C@H]1[C@@H](CC1)C=C (S)-METHYL 6'-CHLORO-5-(((1R,2S)-2-VINYLCYCLOBUTYL)METHYL)-3',4,4',5-TETRAHYDRO-2H,2'H-SPIRO[BENZO[B][1,4]OXAZEPINE-3,1'-NAPHTHALENE]-7-CARBOXYLATE